C(CCCCCCCCC)(=O)C(O)(C[N+](C)(C)C)CC([O-])=O decanoyl-carnitine